tert-butyl 2-[(6-methyl-5,6,7,8-tetrahydro-1,6-naphthyridin-3-yl)amino]-5H,6H,7H,8H-pyrido[3,4-d]pyrimidine-7-carboxylate CN1CC=2C=C(C=NC2CC1)NC=1N=CC2=C(N1)CN(CC2)C(=O)OC(C)(C)C